N-[(4S)-1,1-dimethylsilepan-4-yl]-4,5-difluoro-6-methyl-1H-pyrrolo[2,3-b]pyridine-2-carboxamide C[Si]1(CC[C@H](CCC1)NC(=O)C1=CC=2C(=NC(=C(C2F)F)C)N1)C